(R)-δ-dodecanolactone C1(CC[C@@H](CCCCCCCC)O1)=O